N-margaroyl-sarcosine rac-methyl-(5aR,6S,7R,8aR)-5a-(4-bromophenyl)-8a-hydroxy-1,3-dimethoxy-8-oxo-6-phenyl-5a,7,8,8a-tetrahydro-6H-cyclopenta[4,5]furo[3,2-c]pyridine-7-carboxylate CC=1C2=C(C(=NC1OC)OC)[C@]1([C@@](O2)([C@@H]([C@H](C1=O)C(=O)O)C1=CC=CC=C1)C1=CC=C(C=C1)Br)O.C(CCCCCCCCCCCCCCCC)(=O)N(C)CC(=O)O |r|